2,3-diphenyl-5-carboxytetrazolium C1(=CC=CC=C1)N1[NH2+]C(=NN1C1=CC=CC=C1)C(=O)O